3-(4-chloro-1H-indol-6-yl)-1-(6-fluoro-2,3-dihydro-1H-inden-1-yl)urea ClC1=C2C=CNC2=CC(=C1)NC(NC1CCC2=CC=C(C=C12)F)=O